Ethyl 4-(2-chloro-4-fluorophenyl)-6-methyl-2-(thiazol-2-yl)-1,4-dihydropyrimidine-5-carboxylate ClC1=C(C=CC(=C1)F)C1N=C(NC(=C1C(=O)OCC)C)C=1SC=CN1